FC(C(F)F)F.[Li] lithium 1,1,2,2-tetrafluoroethane